N1(N=NC2=C1C=CC=C2)C(C(=O)OCCC(=C(F)F)F)C 3,4,4-trifluorobut-3-en-1-yl 2-(1H-benzo[d][1,2,3]triazol-1-yl)propanoate